(5-methoxypyrazin-2-yl)lithium acetate C(C)(=O)O.COC=1N=CC(=NC1)[Li]